C(C)OC(=O)C1=NNC(=N1)SCC ethyl-5-ethylsulfanyl-1,2,4-triazole-3-carboxylate